N-((4-(3-cyclopropyl-1-methyl-1H-pyrazol-5-yl)bicyclo[2.2.2]octan-1-yl)methyl)-3-(methylsulfonyl)aniline C1(CC1)C1=NN(C(=C1)C12CCC(CC1)(CC2)CNC2=CC(=CC=C2)S(=O)(=O)C)C